FC1(C(C1)CCCN(C1=C2CN(C(C2=CC=C1)=O)C1C(NC(CC1)=O)=O)C1CCC(CC1)NCC1(CC1)C(F)(F)F)F 3-(4-((3-(2,2-difluorocyclopropyl)propyl)((1r,4r)-4-(((1-(trifluoromethyl)cyclopropyl)methyl)amino)cyclohexyl)amino)-1-oxoisoindolin-2-yl)piperidine-2,6-dione